6-((1H-pyrrolo[2,3-b]pyridin-5-yl)methyl)-N-(3-(trifluoromethoxy)phenyl)-4,5,6,7-tetrahydrothieno[2,3-c]pyridine-3-carboxamide N1C=CC=2C1=NC=C(C2)CN2CC1=C(CC2)C(=CS1)C(=O)NC1=CC(=CC=C1)OC(F)(F)F